FC1=C(C(=O)O)C=C(C=C1)CC1=NNC(C2=CC=CC(=C12)OC)=O 2-fluoro-5-((8-methoxy-4-oxo-3,4-dihydro-phthalazin-1-yl)methyl)benzoic acid